prolyl-serine N1[C@@H](CCC1)C(=O)N[C@@H](CO)C(=O)O